ClC=1C=CC(=C(C1)C=1C=C(C=2OCCNC2N1)C=1C=C(C=NC1)NC(C=CN1CCNCC1)=O)F N-{5-[6-(5-chloro-2-fluorophenyl)-2H,3H,4H-pyrido[3,2-b][1,4]oxazin-8-yl]pyridin-3-yl}-3-(piperazin-1-yl)propenamide